CC1=C(C(=O)NC2=C(C=C(C=C2)B2OC(C(O2)(C)C)(C)C)C)C=CC=C1 2-methyl-N-(2-methyl-4-(4,4,5,5-tetramethyl-1,3,2-dioxaborolan-2-yl)phenyl)benzamide